C(C)(C)(C)O[C@H]1[C@@H](C[C@H]2N(CCC3=CC(=C(C=C23)OC)OC[C@@H](C)F)C1)O (2R,3R,11bR)-3-(tert-butoxy)-9-((R)-2-fluoropropoxy)-10-methoxy-1,3,4,6,7,11b-hexahydro-2H-pyrido[2,1-a]isoquinolin-2-ol